N-(4-fluoro-2-propoxybenzyl)-1-(piperidin-4-yl)methanamine hydrochloride Cl.FC1=CC(=C(CNCC2CCNCC2)C=C1)OCCC